(R)-N-((R)-1-(2-Chlorophenyl)ethyl)-4-(2-fluoropyridin-4-yl)-3-methylpiperazine-1-carboxamide ClC1=C(C=CC=C1)[C@@H](C)NC(=O)N1C[C@H](N(CC1)C1=CC(=NC=C1)F)C